tert-Butyl (2-((1R,4S)-4-(2,5-dimethyl-1H-pyrrol-1-yl)-1-(3-(trifluoromethyl)-5,6,7,8-tetrahydro-1,6-naphthyridine-6-carbonyl)cyclopent-2-en-1-yl)ethyl)carbamate CC=1N(C(=CC1)C)[C@@H]1C=C[C@@](C1)(C(=O)N1CC=2C=C(C=NC2CC1)C(F)(F)F)CCNC(OC(C)(C)C)=O